1-(2-(4-(3-nitrobenzyl)piperazine-1-carbonyl)phenyl)ethanone [N+](=O)([O-])C=1C=C(CN2CCN(CC2)C(=O)C2=C(C=CC=C2)C(C)=O)C=CC1